COC1=C(C=NC=C1)C1=NC(=CC(=N1)N)C (4-methoxypyridin-3-yl)-6-methylpyrimidin-4-amine